CN1N=C(N=C1N1C(CCC1)C(=O)N)\C=C\C1=CC=CC=C1 (E)-1-(1-methyl-3-styryl-1H-1,2,4-triazol-5-yl)pyrrolidine-2-carboxamide